CN(CCNC(=O)NC1=CC=C(C=C1)C=1C=CC2=C(N(C=N2)C2=CC=C(C=C2)C=2SC=CC2)C1)C 1-(2-(dimethylamino)ethyl)-3-(4-(1-(4-(thiophen-2-yl)phenyl)-1H-benzo[d]imidazol-6-yl)phenyl)urea